OC1=C(C2=C(N(C1=O)CC1=CN=C3N1C=CC=C3)C=CS2)C(=O)O 6-hydroxy-4-(imidazo[1,2-a]pyridin-3-ylmethyl)-5-oxo-4,5-dihydrothieno[3,2-b]pyridine-7-carboxylic acid